2-(6-chloro-1-(tetrahydro-2H-pyran-2-yl)-1H-indazol-4-yl)acetic acid ClC1=CC(=C2C=NN(C2=C1)C1OCCCC1)CC(=O)O